ClC1=CC=C(C=C1)N1NNC(C1)CN1C(C2=CC=CC=C2C1=O)=O 2-{[1-(4-chlorophenyl)-1,2,3-triazacyclopent-4-yl]methyl}isoindole-1,3-dione